C1(CC1)C(=O)N[C@]12CN(C[C@@H]2[C@@H]1C)C1=NC(=NC=C1F)NC=1C=C(C(=NC1)C(=O)NC)C 5-[(4-{(1R,5S,6S)-1-[(cyclopropylcarbonyl)amino]-6-methyl-3-azabicyclo[3.1.0]hex-3-yl}-5-fluoropyrimidin-2-yl)amino]-N,3-dimethylpyridine-2-carboxamide